C(C1=CC=CC=C1)O[C@]1(C2=NN=C(C3=C(C=C(C(SCCCCC1)=N3)C(F)(F)F)NC(OC(C)(C)C)=O)O2)C(F)(F)F tert-butyl N-[(6R)-6-benzyloxy-6,14-bis(trifluoromethyl)-18-oxa-12-thia-3,4,17-triazatricyclo[11.3.1.12,5]octadeca-1(16),2,4,13(17),14-pentaen-16-yl]carbamate